3-(2-(4-(3-fluorophenyl)-3-isopropyl-6-oxopyridazin-1(6H)-yl)acetamido)piperidine-1-carboxylic acid (R)-tert-butyl ester C(C)(C)(C)OC(=O)N1CC(CCC1)NC(CN1N=C(C(=CC1=O)C1=CC(=CC=C1)F)C(C)C)=O